1-([(2-METHYL-4-OXOPENTAN-3-YL)CARBAMOYL]METHYL)PYRROLIDINE-2-CARBOXYLIC ACID CC(C)C(C(C)=O)NC(=O)CN1C(CCC1)C(=O)O